N1(CCOCC1)C1=CC=2N=CN=C(C2S1)C=1C=C(C=CC1)C(O)C=1SC=CN1 [3-(6-Morpholin-4-ylthieno[3,2-d]-pyrimidin-4-yl)-phenyl]thiazol-2-yl-methanol